OCC(C=1C=C(C=CC1)C)NC(=O)C1=CN(C=C1)C1=NC(=NC=C1C)N[C@@H]1COCC1 N-(2-hydroxy-1-(m-tolyl)ethyl)-1-(5-methyl-2-(((S)-tetrahydrofuran-3-yl)amino)pyrimidin-4-yl)-1H-pyrrole-3-carboxamide